CC(C(C)=O)=CC1C(=CCCC1(C)C)C 3-methyl-4-(2,6,6-trimethyl-2-cyclohexen-1-yl)-buten-2-one